CS(=O)(=O)N1N=C(C(=C1)NC=1N=CC2=C(N1)N(C(=C2)C#N)[C@H]2COC[C@@H]2C)OC2COC2 2-((1-(Methylsulfonyl)-3-(oxetan-3-yloxy)-1H-pyrazol-4-yl)amino)-7-((3R,4R)-4-methyltetrahydrofuran-3-yl)-7H-pyrrolo[2,3-d]pyrimidine-6-carbonitrile